C1=CC(=C(C=C1N)C(F)(F)F)OC2=C(C=C(C=C2)N)C(F)(F)F 2,2'-bis(trifluoromethyl)-4,4'-Diaminodiphenyl ether